COC1=C(CN(C2=C3C(=C(N=N2)OC(C)C)N(C(=N3)CCCC)CC=3C=C(CNC(OC(C)(C)C)=O)C=CC3)CC3=C(C=C(C=C3)OC)OC)C=CC(=C1)OC tert-butyl (3-((4-(bis(2,4-dimethoxybenzyl)amino)-2-butyl-7-isopropoxy-1H-imidazo[4,5-d]pyridazin-1-yl)methyl)benzyl)carbamate